C(C)N(C(=O)NC1C(CC1)C(F)(F)F)[C@H](C(F)(F)F)C1=NC=C(C(=C1)C=1N=C(C=2N(C1)C=CN2)OC)OC 1-ethyl-1-((S)-2,2,2-trifluoro-1-(5-methoxy-4-(8-methoxyimidazo[1,2-a]pyrazin-6-yl)pyridin-2-yl)ethyl)-3-(2-(trifluoromethyl)cyclobutyl)-urea